CN1CCC(CC1)(C)[C@]12NC(C3=CC=CC=C3[C@H]1C=1C=CC=CC1N2)=O (6aR,11bS)-6a-(1,4-dimethylpiperidin-4-yl)-6,6a,7,11b-tetrahydro-5H-indolo[2,3-c]isoquinolin-5-one